1-phenethyl-1H-benzo[d]imidazole-5-carboxylic acid C(CC1=CC=CC=C1)N1C=NC2=C1C=CC(=C2)C(=O)O